OCCCNC1=NN2C(S1)=NC=C2C=2C=C(C(=O)N)C=CC2 3-[2-(3-hydroxypropyl-amino)imidazo[2,1-b][1,3,4]thiadiazol-5-yl]benzamide